Gamma-glycidoxypropyl-ethyl-dimethoxysilane C(C1CO1)OCCC[Si](OC)(OC)CC